9,10,12,13,15,16-hexahydroxyoctadecanoic acid OC(CCCCCCCC(=O)O)C(CC(C(CC(C(CC)O)O)O)O)O